C1(CC1)CCCCNC(=O)N1C(=NC2=C1C=CC(=C2)N2CCOCC2)OC N-(4-cyclopropylbutyl)-2-methoxy-5-morpholino-1H-benzo[d]imidazole-1-carboxamide